(R)-tert-butyl-3-iodo-6-morpholinopyridin C(C)(C)(C)C1=NC(=CC=C1I)N1CCOCC1